4-chloro-8-(3,6-diazabicyclo[3.1.1]heptan-3-ylmethyl)-5-(2,2,2-trifluoroethyl)pyrido[3,2-b]indole-3-carbonitrile ClC1=C(C=NC2=C1N(C=1C=CC(=CC21)CN2CC1NC(C2)C1)CC(F)(F)F)C#N